6-Methoxy-2-((1S,2S,4R*)-2-methyl-4-(N-methylacetamido)cyclohexyl)-N-(pyrazolo[1,5-a]pyrimidin-3-yl)-2H-indazole-5-carboxamide COC=1C(=CC2=CN(N=C2C1)[C@@H]1[C@H](C[C@@H](CC1)N(C(C)=O)C)C)C(=O)NC=1C=NN2C1N=CC=C2 |o1:14|